5-(1-(2,2-difluorocyclobutyl)-2,4-dioxo-1,2,3,4-tetrahydropyrimidin-5-yl)tetrahydrofuran FC1(C(CC1)N1C(NC(C(=C1)C1CCCO1)=O)=O)F